FC(C=1C=C2C(C(NC2=CC1)C1=NC(=NC=C1)NC1=C(C=C2CCN(CC2=C1)C)OC)C(=O)[O-])F 5-(difluoromethyl)-2-(((6-methoxy-2-methyl-1,2,3,4-tetrahydroisoquinolin-7-yl)amino)pyrimidin-4-yl)indoline-3-carboxylate